(2S)-2-(9H-fluoren-9-ylmethoxycarbonylamino)-3-(2-methyl-2-propanyldisulphanyl)propanoic acid C1=CC=CC=2C3=CC=CC=C3C(C12)COC(=O)N[C@@H](C(=O)O)CSS(CCC)C